2,6-di(1H-pyrazol-1-yl)pyridine N1(N=CC=C1)C1=NC(=CC=C1)N1N=CC=C1